OCC(C)(C)N1C(C(=CC=C1)COC=1C=CC2=C(C=C(O2)C)C1)OC N-(1-hydroxy-2-methylpropan-2-yl)-5-((2-methoxypyridin-3-yl)methoxy)-2-methylbenzofuran